N-[(S)-1-(3,5-dimethoxyphenyl)ethyl]-4-[(3R,5S)-3,5-dimethyl-1-piperazinyl]-8-methoxy-6-methyl-1,7-diaza-3-naphthamide COC=1C=C(C=C(C1)OC)[C@H](C)NC(=O)C=1C=NC2=C(N=C(C=C2C1N1C[C@H](N[C@H](C1)C)C)C)OC